C(C1=CC=CC=C1)(=O)NC(C)=O N-benzoylacetamide